FC(CCC1N(S(C2=C(N(C1)C1=CC=CC=C1)N=C(C(=C2)O)SC2CC(C2)(F)F)(=O)=O)C)(C)F 3-(3,3-difluorobutyl)-7-((3,3-difluorocyclobutyl)thio)-8-hydroxy-2-methyl-5-phenyl-2,3,4,5-tetrahydropyrido[2,3-f][1,2,5]thiadiazepine 1,1-dioxide